C(C1=CC=CC=C1)N(CCCCCCCC(=O)OCCCC(CCCCCC)CCCCCC)CCCCCCCC(=O)OCCCC(CCCCCC)CCCCCC 4-hexyldecyl 8-[benzyl-[8-(4-hexyldecoxy)-8-oxo-octyl]amino]octanoate